FC(C)(F)C1=NC(=CC(=N1)NC1=CC(=NC=C1C=1SC=NN1)NC(C)=O)C N-(4-((2-(1,1-difluoroethyl)-6-methylpyrimidin-4-yl)amino)-5-(1,3,4-thiadiazol-2-yl)pyridin-2-yl)acetamide